N-(cis-2-(biphenyl-3-ylmethyl)-1-(oxetan-3-ylcarbonyl)pyrrolidin-3-yl)methanesulfonamide C1(=CC(=CC=C1)C[C@@H]1N(CC[C@@H]1NS(=O)(=O)C)C(=O)C1COC1)C1=CC=CC=C1